N6-[(4-bromothien-2-yl)methyl]adenosine BrC=1C=C(SC1)CNC=1C=2N=CN([C@H]3[C@H](O)[C@H](O)[C@@H](CO)O3)C2N=CN1